[O-2].[Y+3].[O-2].[O-2].[Y+3] Yttrium oxid